[Cl-].[Cl-].CC=1C=C(OC1C)C=1C(C2=CC(=C(C(=C2C1)C1=CC=CC=C1)C)C)[Zr+2]C1C(=CC2=C(C(=C(C=C12)C)C)C1=CC=CC=C1)C=1OC(=C(C1)C)C Bis[2-(4,5-dimethyl-2-furyl)-4-phenyl-5,6-dimethyl-1-indenyl]zirconium dichloride